Cyclobutyl (5-(5,8-difluoro-4-oxo-3,4-dihydrophthalazin-1-yl)-1H-benzimidazol-2-yl)carbamate FC1=C2C(NN=C(C2=C(C=C1)F)C1=CC2=C(NC(=N2)NC(OC2CCC2)=O)C=C1)=O